4-(4-hydroxybut-2-yn-1-yl)piperazine-1-carboxylic acid tert-butyl ester C(C)(C)(C)OC(=O)N1CCN(CC1)CC#CCO